(S)-1-hydroxypropan-2-yl hydrogen ((S)-3-hydroxy-2-(5-(4-methoxy-3-propoxyphenyl)pyridin-3-yl)propyl)boronate OC[C@@H](CB(O[C@H](CO)C)O)C=1C=NC=C(C1)C1=CC(=C(C=C1)OC)OCCC